COC(=O)C=1N(C=C(C1)I)COCC[Si](C)(C)C 4-iodo-1-{[2-(trimethylsilyl)ethoxy]methyl}-1H-pyrrole-2-carboxylic acid methyl ester